ClC=1C(=C(NC2=NC=NC3=CC(=C(C=C23)O[C@@H]2CN(CC2)C(C=C)=O)F)C=CC1)F 1-[(3S)-3-[4-(3-chloro-2-fluoro-anilino)-7-fluoro-quinazolin-6-yl]oxypyrrolidin-1-yl]prop-2-en-1-one